N-[7-(3,6-dihydro-2H-pyran-4-yl)-4-methoxy-[1,3]thiazolo[4,5-c]pyridin-2-yl]-4-(2,4-dioxo-1,3-thiazolidin-3-yl)piperidine-1-carboxamide O1CCC(=CC1)C=1C2=C(C(=NC1)OC)N=C(S2)NC(=O)N2CCC(CC2)N2C(SCC2=O)=O